ClC(C=1OC(=NN1)C(=CC1=CC=CC=C1)C#N)(Cl)Cl 2-trichloromethyl-5-(cyanostyryl)-1,3,4-oxadiazole